Ethyl 3-(2-chloro-6-(phenylselanyl)phenyl)-2-(picolinamido)propanoate ClC1=C(C(=CC=C1)[Se]C1=CC=CC=C1)CC(C(=O)OCC)NC(C1=NC=CC=C1)=O